O[C@](C(=O)N[C@@H](C(C([2H])([2H])[2H])(C([2H])([2H])[2H])O)C1=CC=C(C=C1)OC[C@H](CCC)C)(C)C1=CC=CC=C1 (2R)-2-hydroxy-N-((1R)-2-hydroxy-2-(methyl-d3)-1-(4-(((S)-2-methylpentyl)oxy)phenyl)propyl-3,3,3-d3)-2-phenylpropanamide